COC(=O)C1(CCC2(N(CC3=CC(=C(C=C23)COC)F)C[C@H](CO)C)CC1)NC1=CC(=CC=C1)Cl 4-(3-Chloroanilino)-5'-fluoro-2'-[(2R)-3-hydroxy-2-methylpropyl]-6'-(methoxymethyl)-2',3'-dihydrospiro[cyclohexane-1,1'-isoindole]-4-carboxylic acid methyl ester